(7-((4-((2-methoxyethyl)amino)-3-(trifluoromethyl)-1H-pyrrolo[2,3-b]pyridin-6-yl)amino)-2,3-dihydrobenzo-furan-4-yl)(morpholino)methanone COCCNC1=C2C(=NC(=C1)NC1=CC=C(C=3CCOC31)C(=O)N3CCOCC3)NC=C2C(F)(F)F